crotonate C(\C=C\C)(=O)[O-]